C(C=C)N1C(O[C@@H](C1)C1=CC=C(C=C1)F)=O (R)-3-allyl-5-(4-fluorophenyl)oxazolidine-2-one